6-bromo-7-(3-((tert-butyldimethylsilyl)oxy)-5-ketocyclopent-1-en-1-yl)hept-5-enoic acid methyl ester COC(CCCC=C(CC1=CC(CC1=O)O[Si](C)(C)C(C)(C)C)Br)=O